BrC1=CC=C(S1)C1=C2N=C(C(=NC2=C(C(=C1OCCCCCCCCCCCC)OCCCCCCCCCCCC)C=1SC(=CC1)Br)C1=CC(=C(C=C1)F)F)C1=CC=CC=C1 5,8-bis(5-bromothien-2-yl)-2-(3,4-difluorophenyl)-6,7-bis(dodecyloxy)-3-phenylquinoxaline